C1=CC=CC=2C3=CC=CC=C3C(C12)COC(=O)N[C@@H](CC1=CN(C2=C(C=CC=C12)F)C(=O)OC(C)(C)C)C(=O)OC(C)(C)C tert-butyl (S)-3-(2-((((9H-fluoren-9-yl)methoxy)carbonyl)amino)-3-(tert-butoxy)-3-oxopropyl)-7-fluoro-1H-indole-1-carboxylate